(3-Methyl-1,2,3-oxadiazol-3-ium-5-yl)((3-(2-phenylacetamido)-5-(trifluoromethyl)phenyl)-carbamoyl)amide C[N+]1=NOC(=C1)[N-]C(NC1=CC(=CC(=C1)C(F)(F)F)NC(CC1=CC=CC=C1)=O)=O